CN(C1=CC=C(C=C1)C=CC=NC=1C=C2C=CC(=CC2=CC1)C(=O)O)C 6-[[3-[4-(dimethylamino)phenyl]-2-propenylidene]amino]naphthalene-2-carboxylic acid